The molecule is a nucleotide-sugar having ADP as the nucleotide fragment and 2-O-acetyl-D-ribofuranos-5-yl as the sugar component. It is a conjugate acid of a 2''-O-acetyl-ADP-D-ribose(2-). CC(=O)O[C@@H]1[C@@H]([C@H](OC1O)COP(=O)(O)OP(=O)(O)OC[C@@H]2[C@H]([C@H]([C@@H](O2)N3C=NC4=C(N=CN=C43)N)O)O)O